CC(COC1=C(C=CC=C1)O)=C ortho-(2-methylallyloxy)phenol